IC(CCCC=C)CI 6,7-diiodo-1-heptene